(Z)-3-(3-(3-(pentafluoro-sulfaneyl)-5-(trifluoromethyl)phenyl)-1H-1,2,4-triazol-1-yl)-N'-(pyrazin-2-yl)acrylohydrazide FS(C=1C=C(C=C(C1)C(F)(F)F)C1=NN(C=N1)\C=C/C(=O)NNC1=NC=CN=C1)(F)(F)(F)F